(9H-fluoren-9-yl)methyl (S)-4-((2-(2-(tert-butoxy)ethoxy)ethoxy)methyl)-1,2,3-oxathiazolidine-3-carboxylate 2,2-dioxide C(C)(C)(C)OCCOCCOC[C@@H]1N(S(OC1)(=O)=O)C(=O)OCC1C2=CC=CC=C2C=2C=CC=CC12